Cl.Cl.Cl.CN1N=CC=C1C1CCN(CC1)C1CC2(C1)CNCC2 cis-2-[4-(1-methyl-1H-pyrazol-5-yl)piperidin-1-yl]-6-azaspiro[3.4]octane tri-hydrochloride